C1=C(C=CC2=CC=CC=C12)C1=NC(=NC(=N1)C1=CC=CC=C1)C1=C(C=CC=C1)B1OC(C(O1)(C)C)(C)C 2-(naphthalen-2-yl)-4-phenyl-6-(2-(4,4,5,5-tetramethyl-1,3,2-dioxaborolan-2-yl)phenyl)-1,3,5-triazine